[Br-].CO.[NH+]1=CC=CC=C1 pyridinium methanol bromide